C(#C)C1=CC=C(C(=N1)S(=O)(=O)C)N[C@H](C)C1=C2C=C(N(C(C2=CC(=C1)C)=O)C)N1CCN(CC1)CC(F)(F)F (R)-5-(1-((6-ethynyl-2-(methylsulfonyl)pyridin-3-yl)amino)ethyl)-2,7-dimethyl-3-(4-(2,2,2-trifluoroethyl)piperazin-1-yl)isoquinolin-1(2H)-one